methyl (2S,3S,4S,5R)-3-(5-chloro-3,4-difluoro-2-methoxyphenyl)-4,5-dimethyl-5-(trifluoromethyl)tetrahydrofuran-2-carboxylate ClC=1C(=C(C(=C(C1)[C@H]1[C@H](O[C@]([C@H]1C)(C(F)(F)F)C)C(=O)OC)OC)F)F